8-chloro-N-methyl-5-oxo-1-thioxo-4,5-dihydro-1H-thiazolo[3,4-a]quinazoline-3-carboxamide ClC1=CC=C2C(NC=3N(C2=C1)C(SC3C(=O)NC)=S)=O